P(=O)(OC1=C2C(=CNC2=CC=C1)CCN(C)C)(O)O 3-(2-(dimethyl-amino)ethyl)-1H-indol-4-yl dihydrogen phosphate